5-chloro-6-hydroxy-N-(2-((2-methoxyphenethyl)carbamoyl)thiophen-3-yl)nicotinamide TERT-BUTYL-N-((S)-PENT-4-EN-2-YL)-N-(((R)-TETRAHYDROFURAN-2-YL)METHYL)SULFAMOYLCARBAMATE C(C)(C)(C)OC(N(S(NC[C@@H]1OCCC1)(=O)=O)[C@@H](C)CC=C)=O.ClC=1C(=NC=C(C(=O)NC2=C(SC=C2)C(NCCC2=C(C=CC=C2)OC)=O)C1)O